C1(CCCCC1)NC(NC1CCCCC1)[SiH3] Bis(cyclohexylamino)methylsilane